C(C)(C)(C)OC(=O)N1CCC(CC1)CN1CCC(CC1)CNC(=O)OCC1=CC=CC=C1 4-((4-((((benzyloxy)carbonyl)amino)methyl)piperidin-1-yl)methyl)piperidine-1-carboxylic acid tert-butyl ester